C(O)(O)=O.FCC=C 3-monofluoropropene carbonate